3-[5-CHLORO-4-FORMYL-3-(TRIFLUOROMETHYL)-1H-PYRAZOL-1-YL]PROPANENITRILE ClC1=C(C(=NN1CCC#N)C(F)(F)F)C=O